BrCC=1C=C2C=NN(C2=CC1)C 5-(bromomethyl)-1-methyl-1H-indazole